2-(4-tert-butyl-5-chloro-2-methyl-phenyl)-5-(1-methylimidazo[4,5-b]pyridin-2-yl)-1H-1,6-naphthyridin-4-one C(C)(C)(C)C1=CC(=C(C=C1Cl)C=1NC2=CC=NC(=C2C(C1)=O)C=1N(C=2C(=NC=CC2)N1)C)C